6-((4-(2-(4-chloro-2-fluorophenyl)-2-methylbenzo[d][1,3]dioxol-4-yl)piperidin-1-yl)methyl)-5-methylnicotinohydrazide ClC1=CC(=C(C=C1)C1(OC2=C(O1)C=CC=C2C2CCN(CC2)CC2=NC=C(C(=O)NN)C=C2C)C)F